(3-(4,4-bis(methoxymethyl)-cyclohexyl)-2-((methyl(2-(methylamino)ethyl)amino)-methyl)-6,7-dihydropyrazolo-[1,5-a]pyrazin-5(4H)-yl)-(cyclopentyl)methanone COCC1(CCC(CC1)C=1C(=NN2C1CN(CC2)C(=O)C2CCCC2)CN(CCNC)C)COC